2'-chloro-6'-(hydroxymethyl)-5-methoxy-[1,1'-biphenyl]-2-carbaldehyde ClC1=C(C(=CC=C1)CO)C=1C(=CC=C(C1)OC)C=O